CC(CO)(CO)NCCN1C=CC2=CC=C(C=C12)OCCC1=C(C=CC=C1)C 2-methyl-2-((2-(6-(2-methylphenethoxy)-1H-indol-1-yl)ethyl)amino)propane-1,3-diol